CNC1=C(C=CC=C1)C1=C(C=CC=C1)[Pd+] [2-[2-(methylamino)phenyl]phenyl]palladium(II)